Cl.Cl.N[C@@H](COC1=C(C=2C=C(N=CC2C=C1)C)C(=O)OCC1=CC=CC=C1)CC1=CC=CC=C1 Benzyl (R)-6-(2-amino-3-phenylpropoxy)-3-methylisoquinoline-5-carboxylate dihydrochloride